[Ti].[Ti].[Fe] iron-titanium titanium